O(C1=CC=CC=C1)C(=O)CC1C2C=CC(C1)C2 5-phenoxycarbonylmethyl-bicyclo[2.2.1]hept-2-ene